NC1=NC=CC2=C1C(C(N2CC2=CC=C(C=C2)OC)=O)(C(F)(F)F)C 4-amino-1-(4-methoxybenzyl)-3-methyl-3-(trifluoromethyl)-1,3-dihydro-2H-pyrrolo[3,2-c]pyridin-2-one